3-methoxy-5-(tributylstannyl)thiophene-2-carboxylic acid COC1=C(SC(=C1)[Sn](CCCC)(CCCC)CCCC)C(=O)O